ONC(C1=CC=C(C=C1)CN1C(N(C(C2=CC=CC=C12)=O)C1=CC=C(C=C1)CN1CCOCC1)=O)=O N-hydroxy-4-((3-(4-(morpholinomethyl)phenyl)-2,4-dioxo-3,4-dihydroquinazolin-1(2H)-yl)methyl)benzamide